1-(2,6-bis(bis(2-methoxyethyl)amino)-8-(4-methoxypiperidin-1-yl)pyrimido[5,4-d]pyrimidin-4-yl)-3-methylazetidin-3-ol COCCN(C=1N=C(C2=C(N1)C(=NC(=N2)N(CCOC)CCOC)N2CCC(CC2)OC)N2CC(C2)(O)C)CCOC